N-[1-(aminooxymethyl)-2-(2,4-dichlorophenyl)ethyl]-2-chloro-6-(3-cyclopropylphenoxy)pyrazolo[1,5-a]pyrimidine-7-carboxamide NOCC(CC1=C(C=C(C=C1)Cl)Cl)NC(=O)C1=C(C=NC=2N1N=C(C2)Cl)OC2=CC(=CC=C2)C2CC2